FC1=CC=C(CN2C=CC3=C(C=C(C=C23)C2=CN(C3=C(N=CC=C32)O)CC(C=C)=O)NS(=O)(=O)C)C=C1 N-(1-(4-fluorobenzyl)-6-(7-hydroxy-1-(2-oxobut-3-en-1-yl)-1H-pyrrolo[2,3-c]pyridin-3-yl)-1H-indol-4-yl)methanesulfonamide